BrCC(=O)C1=CC=CC=C1 ω-bromoacetophenone